2-(3-Hydroxy-2-methyl-5-propan-2-ylphenoxy)-1-methyl-4-propan-2-ylcyclohex-4-ene-1,3-diol OC=1C(=C(OC2C(CC=C(C2O)C(C)C)(O)C)C=C(C1)C(C)C)C